CC1=C(C(OC2=CC(=CC=C12)NC1=CC=C(C=C1)N1CCC(CC1)C(F)(F)F)=O)C dimethyl-7-((4-(4-(trifluoromethyl)piperidin-1-yl)phenyl)amino)-2H-chromen-2-one